3,6-BIS(Cyanomethylidene)Cyclohexa-1,4-Diene C(#N)C=C1C=CC(C=C1)=CC#N